ClC=1N=C(C2=C(N1)C=C(N2)C)Cl 2,4-dichloro-6-methyl-5H-pyrrolo[3,2-d]pyrimidine